The molecule is a hydrate that is the dihydrate form of manganese(II) sulfate. It has a role as a nutraceutical. It is a hydrate, a manganese molecular entity and a metal sulfate. It contains a manganese(II) sulfate. O.O.[O-]S(=O)(=O)[O-].[Mn+2]